silver-silver sulfate S(=O)(=O)([O-])[O-].[Ag+].[Ag+]